Ethyl-2-(4-(methylsulfanyl)phenyl)-5-phenylAzole-4-carboxamide C(C)C1=C(NC(=C1C(=O)N)C1=CC=CC=C1)C1=CC=C(C=C1)SC